7-amino-2-methyl-5-(methylthio)pyrazolo[1,5-a]pyrimidine-6-carbonitrile NC1=C(C(=NC=2N1N=C(C2)C)SC)C#N